N-(4-((4-([1,2,4]triazolo[4,3-c]pyrimidin-7-yloxy)-3-methylphenyl)amino)-3-cyano-7-ethoxyquinolin-6-yl)-3-(1-methylpyrrolidin-2-yl)acrylamide N=1N=CN2C=NC(=CC21)OC2=C(C=C(C=C2)NC2=C(C=NC1=CC(=C(C=C21)NC(C=CC2N(CCC2)C)=O)OCC)C#N)C